C(C)(=O)[O-].[Co+3].C(C)(=O)[O-].C(C)(=O)[O-] cobalt(III) acetate